(3R,4S)-3-cyclopropyl-4-methyl-1-[6-(6-methylsulfonylpyridin-3-yl)pyrazolo[1,5-a]pyrazin-4-yl]-2-oxopyrrolidine-3-carbonitrile C1(CC1)[C@]1(C(N(C[C@H]1C)C=1C=2N(C=C(N1)C=1C=NC(=CC1)S(=O)(=O)C)N=CC2)=O)C#N